C(C)(C)(C)N1N=C(C(=C1NC=1C=CC2=C(CN(S2)CC2=CC=C(C=C2)OC)C1)F)[C@@H]1C[C@@H](CC1)O 5-((1-(tert-butyl)-4-fluoro-3-((1S,3R)-3-hydroxycyclopentyl)-1H-pyrazol-5-yl)amino)-2-(4-methoxybenzyl)-2,3-dihydrobenzo[d]isothiazole